FC=1C=CC(=C(C1)C(C#N)O[Si](C)(C)C)OC 2-(5-fluoro-2-methoxyphenyl)-2-((trimethylsilyl)oxy)acetonitrile